(R)-4,7-difluoro-2-methyl-5-(1-((2-(methylsulfonyl)phenyl)amino)ethyl)-3-(4-(2,2,2-trifluoroethyl)piperazin-1-yl)isoquinolin-1(2H)-one FC1=C(N(C(C2=CC(=CC(=C12)[C@@H](C)NC1=C(C=CC=C1)S(=O)(=O)C)F)=O)C)N1CCN(CC1)CC(F)(F)F